5-(Benzyloxy)-1-(cyclohexylmethyl)-N-(2H3)methyl-1H-pyrazol-3-carboxamide C(C1=CC=CC=C1)OC1=CC(=NN1CC1CCCCC1)C(=O)NC([2H])([2H])[2H]